5-(5-Chloro-2-isopropyl-4-methoxy-benzyl)-N2-(2-methoxy-ethyl)-pyrimidine-2,4-diamine ClC=1C(=CC(=C(CC=2C(=NC(=NC2)NCCOC)N)C1)C(C)C)OC